C(C)(C)(C)OC(=O)N1C2CN(CC1CC2)C=2C1=C(N=C(N2)OCC2(C(C2)(C)C)CN(C)C)CNCC1 3-(2-((1-((dimethylamino)methyl)-2,2-dimethylcyclopropyl)methoxy)-5,6,7,8-tetrahydropyrido[3,4-d]pyrimidin-4-yl)-3,8-diazabicyclo[3.2.1]octane-8-carboxylic acid tert-butyl ester